FC(C=1C=C(C=C(C1)C(F)(F)F)C1=NN(C=N1)/C=C(/C(=O)OC(C)C)\C=1C=NN(C1)C)(F)F isopropyl (E)-3-(3-(3,5-bis(trifluoro-methyl)phenyl)-1H-1,2,4-triazol-1-yl)-2-(1-methyl-1H-pyrazol-4-yl)-acrylate